ethyl 2-(4-chloro-2-fluoro-phenyl)-6-[2-(1-cyclopropylpyrazol-4-yl)morpholin-4-yl]-3-vinyl-pyridine-4-carboxylate ClC1=CC(=C(C=C1)C1=NC(=CC(=C1C=C)C(=O)OCC)N1CC(OCC1)C=1C=NN(C1)C1CC1)F